1-(3-aminopropyl)-2,3-diisopropylguanidine NCCCNC(=NC(C)C)NC(C)C